bisindenyl-cyclopentylmethoxysilane C1(C=CC2=CC=CC=C12)[SiH](OCC1CCCC1)C1C=CC2=CC=CC=C12